4-[8-[(3R,5S)-1-ethyl-5-hydroxy-3-piperidyl]-6,7-dihydropyridazino[4,3-b][1,4]oxazin-3-yl]-3-hydroxy-5-methyl-benzonitrile C(C)N1C[C@@H](C[C@@H](C1)O)N1C2=C(OCC1)C=C(N=N2)C2=C(C=C(C#N)C=C2C)O